8-ethynyl-6-phenyl-4H-benzo[f]imidazo[1,5-a][1,4]diazepin-3-carboxylic acid ethyl ester C(C)OC(=O)C=1N=CN2C1CN=C(C1=C2C=CC(=C1)C#C)C1=CC=CC=C1